[W].C1(=CC=CC=C1)O.C1(=CC=CC=C1)O.C1(=CC=CC=C1)O.C1(=CC=CC=C1)O tetraphenol tungsten